4-hydroxy-N-[(1S)-2-hydroxy-1-[4-(4-methyl-1,3-thiazol-5-yl)phenyl]ethyl]pyrrolidine-2-carboxamide OC1CC(NC1)C(=O)N[C@H](CO)C1=CC=C(C=C1)C1=C(N=CS1)C